2-Ethylnonan C(C)C(C)CCCCCCC